2,4-dichlorophenoxyacetaldehyde ClC1=C(OCC=O)C=CC(=C1)Cl